FC(C)(C)C1=CC=C2C(=CC=NC2=C1)C(=O)O 7-(2-fluoropropan-2-yl)quinoline-4-carboxylic acid